BrC1=C(C=C2C(=NC(=NC2=C1F)C(=O)O)N1CCN(CC1)C(=O)OC(C)(C)C)Cl 7-bromo-4-(4-(tert-butoxycarbonyl)piperazin-1-yl)-6-chloro-8-fluoroquinazoline-2-carboxylic acid